C1(CCC1)CC(C(/C=C/C1=CC(=C(C=C1)OC)OC)=O)C(\C=C\C1=CC(=C(C=C1)OC)OC)=O (1E,6E)-4-(cyclobutylmethyl)-1,7-bis(3,4-dimethoxyphenyl)hepta-1,6-dien-3,5-dion